5,6-dimethoxy-2-(2-(methoxymethyl)-7-methylquinoxalin-5-yl)benzo[d]Thiazole COC=1C(=CC2=C(N=C(S2)C2=C3N=CC(=NC3=CC(=C2)C)COC)C1)OC